4-(2-(((R)-((S)-7-(3-methyl-1H-pyrazol-4-yl)-2,3-dihydro-1H-pyrido[2,3-b][1,4]oxazin-3-yl)(phenyl)methyl)amino)ethyl)benzonitrile diformate C(=O)O.C(=O)O.CC1=NNC=C1C1=CC2=C(O[C@@H](CN2)[C@@H](C2=CC=CC=C2)NCCC2=CC=C(C#N)C=C2)N=C1